BrC=1C=NC=CC1C(CCC=C)NC1=CC=C(C=C1)OC N-(1-(3-bromopyridin-4-yl)pent-4-en-1-yl)-4-methoxyaniline